N(N)C(=O)C1=CC(=C(C=C1)NC(=O)C=1NC(=CC1)C)OC(C)C N-(4-(hydrazinecarbonyl)-2-isopropoxyphenyl)-5-methyl-1H-pyrrole-2-carboxamide